C(C)OC=1C=CC=2N(C1)N=CC2C(=O)O 6-ethoxypyrazolo[1,5-a]pyridine-3-carboxylic acid